FC(=C(F)F)C1=C(C)C=CC=C1 2-(Trifluorovinyl)toluene